hydroxyhexadecyl acrylate C(C=C)(=O)OCCCCCCCCCCCCCCCCO